N1=CC=CC=2C(CCCC12)=O 5,6,7,8-tetrahydroquinolin-5-one